FC=1C(=CC(=NC1)OC)C1=CC(=NN1)C(=O)N1C2(CC2)C[C@H](CC1)C(=O)NC1CCC2(CCCN2C2COC2)CC1 (S)-4-(5-(5-fluoro-2-methoxypyridin-4-yl)-1H-pyrazole-3-carbonyl)-N-(1-(oxetan-3-yl)-1-azaspiro[4.5]decan-8-yl)-4-azaspiro[2.5]octane-7-carboxamide